N(=C=S)CCCCS(=O)C 1-isothiocyano-4-(methylsulfinyl)butane